((1-((4-((2-((R)-2-boronopyrrolidin-1-yl)-2-oxoethyl)carbamoyl)quinolin-7-yl)oxy)-2-oxo-6,9,12-trioxa-3-azapentadecan-15-oyl)-L-lysyl)-N6-(2-(4-isobutylphenyl)acetyl)-L-lysine B(O)(O)[C@H]1N(CCC1)C(CNC(=O)C1=CC=NC2=CC(=CC=C12)OCC(NCCOCCOCCOCCC(=O)N[C@@H](CCCCN)C(=O)N[C@@H](CCCCNC(CC1=CC=C(C=C1)CC(C)C)=O)C(=O)O)=O)=O